tert-butyl N-(3-bromo-5-fluoro-3-methyl-2-oxo-indolin-7-yl)-N-ethyl-carbamate BrC1(C(NC2=C(C=C(C=C12)F)N(C(OC(C)(C)C)=O)CC)=O)C